ClC=1C=C(C=C(C1)Cl)C1=CC=C(C=C1)C(=O)NCC(=O)N1CC2(OCCO2)C[C@H]1C(=O)OC methyl (S)-7-((3',5'-dichloro-[1,1'-biphenyl]-4-carbonyl)glycyl)-1,4-dioxa-7-azaspiro[4.4]nonane-8-carboxylate